3-fluoro-4-(trifluoromethyl)benzimidamide FC=1C=C(C(N)=N)C=CC1C(F)(F)F